FC(C(=O)O)(F)F.N1=CNC(C2=CC=CC=C12)=O quinazolin-4(3H)-one trifluoroacetate